C(C)C1=C(N)C=C(C=C1)C1=C(C=CC=C1)C 2-ethyl-5-[(2-methylphenyl)]aniline